[4-(6-Amino-pyridazin-3-yl)-piperidin-1-yl]-{4-methoxy-5-[2-(2,2,2-trifluoro-ethoxy)-pyrimidin-5-yl]-pyridin-2-yl}-methanone NC1=CC=C(N=N1)C1CCN(CC1)C(=O)C1=NC=C(C(=C1)OC)C=1C=NC(=NC1)OCC(F)(F)F